C1(CCCCC1)(C1CCC(CC1)CO)CO 4'-bicyclohexanedimethanol